(2-amino-6-methoxybenzo[d]thiazol-4-yl)(3-(trifluoromethyl)phenyl)methanol tert-butyl-(3S,4S)-3-amino-4-methoxypyrrolidin-1-carboxylate C(C)(C)(C)C1N(C[C@@H]([C@H]1N)OC)C(=O)OC(C1=CC(=CC=C1)C(F)(F)F)C1=CC(=CC2=C1N=C(S2)N)OC